tert-butyl 20-hydroxy-3,6,9,12,15,18-hexaoxaicosanoate OCCOCCOCCOCCOCCOCCOCC(=O)OC(C)(C)C